C(#N)C1=CC(=NC(=C1C=1C=C2C=NN(C2=CC1F)CC(C)(C)O)C1=CC(=C(C=C1)C#N)F)N1CCC(CC1)NC(OC(C)(C)C)=O Tert-Butyl (1-(4-cyano-6-(4-cyano-3-fluorophenyl)-5-(6-fluoro-1-(2-hydroxyl-2-methylpropyl)-1H-indazol-5-yl)pyrid-2-yl)piperid-4-yl)carbamate